ClC1=CC=CC=2N1N=C(C2)[C@@H]2N(CCC1=C2N=CN1)C=1OC(=NN1)C1=NC=CC=C1 (R)-2-(4-(7-chloropyrazolo[1,5-a]pyridin-2-yl)-6,7-dihydro-1H-imidazo[4,5-c]pyridin-5(4H)-yl)-5-(pyridin-2-yl)-1,3,4-oxadiazole